[Br-].C(C)[N+]1=CN(C=C1)C=C 3-ethyl-1-vinyl-1H-imidazol-3-ium bromide